Cl.C1(=CC=CC=C1)CC[C@@H](N)B1OC(C(O1)(C)C)(C)C (S)-3-phenyl-1-(4,4,5,5-tetramethyl-1,3,2-dioxaborolan-2-yl)propan-1-amine hydrochloride